(S)-5-(2-Methylpyrazolo[1,5-a]pyrimidin-6-yl)-1-(2-(2-((6-methylpyridin-2-yl)carbamoyl)-3,6-dihydropyridin-1(2H)-yl)-2-oxoethyl)-1H-indole-3-carboxamide CC1=NN2C(N=CC(=C2)C=2C=C3C(=CN(C3=CC2)CC(=O)N2[C@@H](CC=CC2)C(NC2=NC(=CC=C2)C)=O)C(=O)N)=C1